C(C)(C)(C)N1N=NC(=C1)C(=O)NCC1=C(C=C(C=C1)C=1C2=C(N=CN1)NC(=C2)C2=CC=C(C=C2)C2CCNCC2)C 1-(tert-butyl)-N-(2-methyl-4-(6-(4-(piperidin-4-yl)phenyl)-7H-pyrrolo[2,3-d]pyrimidin-4-yl)benzyl)-1H-1,2,3-triazole-4-carboxamide